3-chloro-4-(2-chloroallyl)phenol ClC=1C=C(C=CC1CC(=C)Cl)O